N-[3-fluoro-4-[(6-methyl-1,5-naphthyridin-4-yl)oxy]phenyl]-5-(4-fluorophenyl)-6-(hydroxymethyl)-1-methyl-4-oxopyridine-3-carboxamide FC=1C=C(C=CC1OC1=CC=NC2=CC=C(N=C12)C)NC(=O)C1=CN(C(=C(C1=O)C1=CC=C(C=C1)F)CO)C